C(C)C=1C=C2C=C(NC2=CC1)C(=O)O 5-ethyl-1H-indole-2-carboxylic acid